N[C@@H](C(=O)O)CC(=O)C1=C(C=C(C=C1)Cl)N (R)-2-amino-4-(2-amino-4-chlorophenyl)-4-oxobutanoic acid